C(C)C1=C(C=CC(=C1)N1C[C@H](NCC1)C)NC1=NC=C(C(=N1)C1=CC2=C(C(N(CCS2(=O)=O)C)=O)S1)C(F)(F)F (R)-7-(2-((2-ethyl-4-(3-methylpiperazin-1-yl)phenyl)amino)-5-(trifluoromethyl)pyrimidin-4-yl)-4-methyl-3,4-dihydrothieno[2,3-f][1,4]thiazepin-5(2H)-one 1,1-dioxide